4-(2-cyanoacetyl)-N-[3-(trifluoromethyl)benzyl]benzamide tert-butyl-(3R)-4-(6-(8-oxa-3-azabicyclo[3.2.1]octan-3-yl)-3-cyanopyridazin-4-yl)-3-methylpiperazine-1-carboxylate C(C)(C)(C)OC(=O)N1C[C@H](N(CC1)C1=C(N=NC(=C1)N1CC2CCC(C1)O2)C#N)C.C(#N)CC(=O)C2=CC=C(C(=O)NCC1=CC(=CC=C1)C(F)(F)F)C=C2